CN1N=C2C=CC=C(C2=C1)C1=NN(C2=C(C=CC=C12)C)C=1C=CC(=NC1)N1CC2(CN(C2)C=O)C1 6-(5-{2',7-dimethyl-1H,2'H-[3,4'-biindazol]-1-yl}pyridin-2-yl)-2,6-diazaspiro[3.3]heptane-2-carbaldehyde